FC(OC=1C=C2C=C(COC2=CC1)C(=O)N)(F)F 6-(trifluoromethoxy)-2H-chromen-3-carboxamide